OC=1C=C(C=C(C1)O)/C=C/C(=O)N1CCN(CC1)C(C1=CC=C(C=C1)N(C)C)=O (E)-3-(3,5-dihydroxyphenyl)-1-[4-[4-(dimethylamino)benzoyl]piperazin-1-yl]prop-2-en-1-one